FC1=CC(=C(C=C1)[N+](=O)[O-])I 4-fluoro-2-iodo-1-nitrobenzene